N-cyclopropyl-2-[[7-fluoro-2-[[2-[2-oxo-3-(3-oxo-4H-pyrazino[2,3-b][1,4]oxazin-6-yl)-1,3-oxazolidin-5-yl]ethylamino]methyl]-2,3-dihydro-1H-inden-5-yl]oxy]acetamide C1(CC1)NC(COC=1C=C2CC(CC2=C(C1)F)CNCCC1CN(C(O1)=O)C1=NC2=C(OCC(N2)=O)N=C1)=O